Methyl 5-(4-((tert-butoxycarbonyl)amino)phenyl)-3-methylthiophene-2-carboxylate C(C)(C)(C)OC(=O)NC1=CC=C(C=C1)C1=CC(=C(S1)C(=O)OC)C